5-N-acetyl-8,9-di-O-acetyl-neuraminic acid C(C)(=O)N[C@@H]1[C@H](CC(C(O)=O)(O)O[C@H]1[C@H](O)[C@H](OC(C)=O)COC(C)=O)O